(+)-7-{1-[1-(2-Fluorophenyl)-1H-1,2,3-triazol-4-yl]propyl}-5-(4-methoxypyrimidin-5-yl)-7H-pyrrolo[2,3-d]pyrimidin-4-amine FC1=C(C=CC=C1)N1N=NC(=C1)C(CC)N1C=C(C2=C1N=CN=C2N)C=2C(=NC=NC2)OC